methyl 4-amino-7-bromo-1-(isoquinolin-5-yl)-2-oxo-1,2-dihydro-1,8-naphthyridine-3-carboxylate NC1=C(C(N(C2=NC(=CC=C12)Br)C1=C2C=CN=CC2=CC=C1)=O)C(=O)OC